N[C@H]1CS(C2=C(N(C1=O)CC1=CC=C(C=C1)Cl)C=C(C(=C2)F)C2=NOC(=N2)C=2C=NC=CC2C)(=O)=O (3R)-3-amino-5-[(4-chlorophenyl)methyl]-8-fluoro-7-[5-(4-methyl-3-pyridyl)-1,2,4-oxadiazol-3-yl]-1,1-dioxo-2,3-dihydro-1λ6,5-benzothiazepin-4-one